ClC1=CC(=C(N)C=C1B1OC(C(O1)(C)C)(C)C)OC1CCCC1 4-chloro-2-(cyclopentyloxy)-5-(4,4,5,5-tetramethyl-1,3,2-dioxaborolan-2-yl)aniline